C(C)(=O)C(CCC[C@H](N)C(=O)O)N 6-acetyl-L-lysine